4-((3-(1-Methyl-1H-pyrazol-4-yl)quinoxalin-6-yl)oxy)benzoic acid CN1N=CC(=C1)C=1C=NC2=CC=C(C=C2N1)OC1=CC=C(C(=O)O)C=C1